1-(1-tert-Butoxycarbonyl-azetidin-3-yl)pyrazole-4-carboxylic acid methyl ester COC(=O)C=1C=NN(C1)C1CN(C1)C(=O)OC(C)(C)C